2-(4-tert-butylphenyl)propionaldehyde C(C)(C)(C)C1=CC=C(C=C1)C(C=O)C